N-(6-(2,6-difluoro-3-(2-fluoro-5-(trifluoromethyl)phenylsulfonamido)phenyl)quinazolin-2-yl)pivaloamide FC1=C(C(=CC=C1NS(=O)(=O)C1=C(C=CC(=C1)C(F)(F)F)F)F)C=1C=C2C=NC(=NC2=CC1)NC(C(C)(C)C)=O